FC1=CC2=C(N(C(N=C2N2C[C@H](N(C[C@@H]2C)C(=O)OC(C)(C)C)C)=O)C=2C(=NC=CC2C)C(C)C)N=C1[Sn](C)(C)C tert-butyl (2R,5S)-4-(6-fluoro-1-(P)-(2-isopropyl-4-methylpyridin-3-yl)-2-oxo-7-(trimethylstannyl)-1,2-dihydropyrido[2,3-d]pyrimidin-4-yl)-2,5-dimethylpiperazine-1-carboxylate